2-chloro-N3-methyl-pyridine-3,4-diamine ClC1=NC=CC(=C1NC)N